C(C)OC(=O)C=1C=CC2=C(N=C(O2)Cl)C1 2-chlorobenzo[d]oxazole-5-carboxylic acid ethyl ester